octyl N,N-dimethylaminoacetate CN(C)CC(=O)OCCCCCCCC